N-(4-bromo-3-fluoro-2,6-dimethylphenyl)-2-(3,3-difluorocyclobutyl)acetamide BrC1=C(C(=C(C(=C1)C)NC(CC1CC(C1)(F)F)=O)C)F